CC(C(C)=NO)=NO butanedione Dioxime